ethyl 3-amino-5-bromoquinoline-2-carboxylate NC=1C(=NC2=CC=CC(=C2C1)Br)C(=O)OCC